1-(4,6-difluoro-2'-methoxy-[1,1'-biphenyl]-3-yl)-2-methoxynaphthalene FC1=C(C=C(C(=C1)F)C1=C(C=CC=C1)OC)C1=C(C=CC2=CC=CC=C12)OC